BrC1=CC=C(C=C1)S(F)(F)(F)(F)F 1-bromo-4-(pentafluoro-λ6-sulfanyl)benzene